CC1=CC=2C(C3=CC=C(C=C3N(C2C=C1)C(=O)OC(C)(C)C)CCN1CCOCC1)(C)C tert-butyl 2,9,9-trimethyl-6-(2-morpholinoethyl)acridine-10(9H)-carboxylate